N1C=C(C2=CC=CC=C12)C=1NC=C(N1)C(=O)C1=CC(=C(C(=C1)OC([2H])([2H])[2H])OC([2H])([2H])[2H])OC([2H])([2H])[2H] (2-(1H-indol-3-yl)-1H-imidazol-4-yl)(3,4,5-tris(trideuteromethoxy)phenyl)methanone